CC1=CC=CC(=N1)C1=C(C=NN1)C=1C=C2C=C(C=NC2=CC1)C(=O)OC[C@@H]1NCCCC1 |r| [rac-(2R)-2-piperidyl]methyl 6-[5-(6-methyl-2-pyridyl)-1H-pyrazol-4-yl]quinoline-3-carboxylate